2-(3-chloro-4-(9-(2-methylbenzyl)-6-(1-methylcyclopropoxy)-9H-purin-8-yl)phenyl)acetamide ClC=1C=C(C=CC1C=1N(C2=NC=NC(=C2N1)OC1(CC1)C)CC1=C(C=CC=C1)C)CC(=O)N